1-(2,4,6-trichlorophenyl)-3-acrylamido-5-pyrazolone ClC1=C(C(=CC(=C1)Cl)Cl)N1N=C(CC1=O)NC(C=C)=O